C(C)(C)(C)OC(=O)N[C@H](C(=O)OCC1=CC=CC=C1)CCC(C)=O benzyl (2S)-2-(tert-butoxycarbonylamino)-5-oxo-hexanoate